6-chloro-3-fluoro-2-(4-fluorophenyl)pyridine-4-carboxylic acid methyl ester COC(=O)C1=C(C(=NC(=C1)Cl)C1=CC=C(C=C1)F)F